dimethylpent-2-enedioate COC(C=CCC(=O)OC)=O